FC(CCOC1=CC=CC=N1)(F)F 6-(3,3,3-trifluoropropoxy)pyridin